FC=1C=C2C(=NNC2=CC1OCCOC)C1=CC(=NO1)C1=CC=C(C=C1)C(=O)N1CC(C1)C1=NC=CC=C1 5-Fluoro-6-(2-methoxyethoxy)-3-(3-{4-[3-(pyridin-2-yl)azetidin-1-carbonyl]phenyl}-1,2-oxazol-5-yl)-1H-indazol